4-(4-piperidyl)-3-hydroxyisothiazole hydrobromide Br.N1CCC(CC1)C=1C(=NSC1)O